CCOC(=O)C1CN(CCO1)C(=O)OC(C)(C)C morpholine-2,4-dicarboxylic acid 4-(tert-butyl) 2-ethyl ester